FC(C(=O)O)(F)F.O=C1N(CCC(N1)=O)C=1C=C(C(=NC1)N1CC2(C1)CCC(CC2)C=2C(=C(C=C(C2)F)N2N=CC(=C2)C(=O)O)C)C 1-(3-(2-(5-(2,4-dioxotetrahydropyrimidin-1(2H)-yl)-3-methylpyridin-2-yl)-2-azaspiro[3.5]nonan-7-yl)-5-fluoro-2-methylphenyl)-1H-pyrazole-4-carboxylic acid trifluoroacetate salt